NC1=CC(=C(C(=C1)C(C)(C)C)OC)C(C)(C)C 4-amino-2,6-di-tert-butylanisole